6-(6-(1,1-difluoroethyl)pyridin-2-yl)-N2-isopropyl-N4-(3-(methylsulfonyl)phenyl)-1,3,5-triazine-2,4-diamine FC(C)(F)C1=CC=CC(=N1)C1=NC(=NC(=N1)NC(C)C)NC1=CC(=CC=C1)S(=O)(=O)C